C1(=CC=CC=C1)NC1=N\C(\C(N1)=O)=C/C1=CN=CS1 (Z)-2-(phenylamino)-5-(thiazol-5-ylmethylene)-3,5-dihydro-4H-imidazol-4-one